C(#N)C1=CC=C2CCN(CC2=C1)C1=NN(C=C1)C1CCN(CC1)CC1=NC2=C(N1C[C@H]1OCC1)C=C(C=C2)C(=O)OC (S)-methyl 2-((4-(3-(7-cyano-3,4-dihydroisoquinolin-2(1H)-yl)-1H-pyrazol-1-yl)piperidin-1-yl)methyl)-1-(oxetan-2-ylmethyl)-1H-benzo[d]imidazole-6-carboxylate